Benzyl (3S,5S)-3-fluoro-5-((4-(2-(2,3,5-trifluoro-4-(((4-(methylsulfonyl)phenyl)methyl)sulfonamido)phenoxy)pyridin-3-yl)pyrimidin-2-yl)amino)piperidine-1-carboxylate F[C@@H]1CN(C[C@H](C1)NC1=NC=CC(=N1)C=1C(=NC=CC1)OC1=C(C(=C(C(=C1)F)NS(=O)(=O)CC1=CC=C(C=C1)S(=O)(=O)C)F)F)C(=O)OCC1=CC=CC=C1